1-(2,5-dimethoxy-4-propylphenyl)-3-fluoropropan-2-amine COC1=C(C=C(C(=C1)CCC)OC)CC(CF)N